[Ca+2].FC(C=1C=C(C=CC1)C1C(O1)(C(=O)[O-])CC1=CC=CC=C1)(F)F.FC(F)(F)C=1C=C(C=CC1)C1C(O1)(C(=O)[O-])CC1=CC=CC=C1 3-(3-trifluoromethylphenyl)-2-benzyloxirane-2-carboxylic acid calcium salt